dimethylbis(cyclopentadienyl)zirconium C[Zr](C1C=CC=C1)(C1C=CC=C1)C